NC1=C(C=C(C(=C1)C(F)(F)F)OC)SCC(C(=O)OC)CCC(F)F methyl 2-(((2-amino-5-methoxy-4-(trifluoromethyl)phenyl)thio)methyl)-5,5-difluoropentanoate